(2R,3R,5R)-4-[[3-(3,4-Difluoro-2-methoxy-phenyl)-4,5,5-trimethyl-tetrahydrofuran-2-carbonyl]amino]pyridin-2-carboxamid FC=1C(=C(C=CC1F)[C@@H]1[C@@H](OC(C1C)(C)C)C(=O)NC1=CC(=NC=C1)C(=O)N)OC